[C@H]12OCC[C@@H]2C[C@H]1N1C(C(=CC=C1)C(=O)O)=O 1-((1R,5S,7R)-2-oxabicyclo[3.2.0]heptan-7-yl)-2-oxo-1,2-dihydropyridine-3-carboxylic acid